N-(2,4-Difluoro-3-(5-(3-hydroxyphenyl)-1H-pyrazolo[3,4-b]pyridin-3-carbonyl)phenyl)-propan-1-sulfonamid FC1=C(C=CC(=C1C(=O)C1=NNC2=NC=C(C=C21)C2=CC(=CC=C2)O)F)NS(=O)(=O)CCC